O(C1=CC=CC=C1)CCNC(C=CC1=NC=2NCCCC2C=C1)=O N-(2-phenoxyethyl)-3-(5,6,7,8-tetrahydro-1,8-naphthyridin-2-yl)propenamide